ClC=1C(=CC(=C(C(=O)O)C1)O)[N+](=O)[O-] 5-chloro-2-hydroxy-4-nitrobenzoic acid